3-ethyl-7-((4-(6-(pyrrolidine-1-carbonyl)pyridin-3-yl)piperazin-1-yl)methyl)-1,5-naphthyridin-2(1H)-one C(C)C=1C(NC2=CC(=CN=C2C1)CN1CCN(CC1)C=1C=NC(=CC1)C(=O)N1CCCC1)=O